6'-(((1S,3S)-3-((6-Bromo-1-(4-methoxybenzyl)-1H-imidazo[4,5-b]pyridin-2-yl)amino)cyclopentyl)amino)-2H-[1,3'-bipyridin]-2-one BrC=1C=C2C(=NC1)N=C(N2CC2=CC=C(C=C2)OC)N[C@@H]2C[C@H](CC2)NC2=CC=C(C=N2)N2C(C=CC=C2)=O